Methyl 3-(3-(piperidine-1-carbonyl)pyrazolo[1,5-a]Pyridin-7-yl)benzoate [methyl 3-(3-(piperidine-1-carbonyl)pyrazolo[1,5-a]pyridin-7-yl)benzoate] CC1=C(C(=O)O)C=CC=C1C1=CC=CC=2N1N=CC2C(=O)N2CCCCC2.N2(CCCCC2)C(=O)C=2C=NN1C2C=CC=C1C=1C=C(C(=O)OC)C=CC1